tert-butyl (2S)-4-[6-fluoro-7-(2-fluoro-6-hydroxy-phenyl)-1-(2-isopropyl-4-methyl-3-pyridinyl)-2-oxo-4-quinolinyl]-2-methyl-piperazine-1-carboxylate FC=1C=C2C(=CC(N(C2=CC1C1=C(C=CC=C1O)F)C=1C(=NC=CC1C)C(C)C)=O)N1C[C@@H](N(CC1)C(=O)OC(C)(C)C)C